[Cl-].C(C)#N acetonitrile-chloride salt